2-(methylsulfonyl)-7H-pyrrolo[2,3-d]pyrimidine-6-carbonitrile CS(=O)(=O)C=1N=CC2=C(N1)NC(=C2)C#N